COCC1CC=2C=C3CCCC3=C(C2C1)N 2-(methoxymethyl)-1,2,3,5,6,7-hexahydro-s-indacen-4-amine